2-bromo-6-(methylsulfanyl)-4-phenoxypyridine BrC1=NC(=CC(=C1)OC1=CC=CC=C1)SC